2-oxopyridinium O=C1[NH2+]C=CC=C1